3-methyl-3-methoxy-n-butyl alcohol CC(CCO)(C)OC